C(C)(=O)N1C[C@@H](CCC1)N(C(=O)NCC=1NC2=CC(=CC=C2C1)OCC1=NOC=C1)C (R)-1-(1-acetylpiperidin-3-yl)-3-((6-(isoxazol-3-ylmethoxy)-1H-indol-2-yl)methyl)-1-methylurea